2-Bromo-1-[3-(pyridin-3-yl)-1,2-oxazol-5-yl]ethanone BrCC(=O)C1=CC(=NO1)C=1C=NC=CC1